C(=O)C=1C=CC(=C(C1)CN(CC(=O)N)C(C)C)OC 2-([(5-FORMYL-2-METHOXYPHENYL)METHYL](PROPAN-2-YL)AMINO)ACETAMIDE